N[C@H](C(=O)O)CCC1=C(C=C(C=C1)C(F)(F)F)F (2S)-2-amino-4-[2-fluoro-4-(trifluoromethyl)phenyl]butanoic acid